O1C(OCC1)CCOC1=CC=C(C=N1)CNC1=CC(=NC=2N1N=CC2CC)N2[C@@H](CCCC2)CCO 2-[(2S)-1-[7-[[6-[2-(1,3-dioxolan-2-yl)ethoxy]-3-pyridyl]methylamino]-3-ethyl-pyrazolo[1,5-a]pyrimidin-5-yl]-2-piperidyl]ethanol